C(CCCCCC(C)C)C=1C(=C(C(=C(C(=O)[O-])C1)CCCCCCC(C)C)C(=O)[O-])CCCCCCC(C)C Tri-isononylisophthalat